CC1(CC2C1CCC(=C)C(CCC2=C)O)C Caryophylla-3(15),7(14)-dien-6-ol